tert-butyl (7-(4-((5-chloro-4-((2-(dimethylphosphoryl)phenyl)amino)pyrimidin-2-yl)amino)phenyl)-7-azaspiro[3.5]nonan-2-yl)carbamate ClC=1C(=NC(=NC1)NC1=CC=C(C=C1)N1CCC2(CC(C2)NC(OC(C)(C)C)=O)CC1)NC1=C(C=CC=C1)P(=O)(C)C